(1S,2'S,6'S)-7-chloro-2'-methyl-6'-(1-methyl-1H-1,2,3-triazol-4-yl)spiro[isochroman-1,4'-piperidine] ClC1=CC=C2CCO[C@]3(C[C@@H](N[C@@H](C3)C=3N=NN(C3)C)C)C2=C1